2-(4-bromophenyl)-4-phenyl-1,5-benzothiazine BrC1=CC=C(C=C1)C1SC2=C(C(=C1)C1=CC=CC=C1)N=CC=C2